1-(3-mercaptopropyl)-5,5-dimethylhydantoin SCCCN1C(=O)NC(=O)C1(C)C